FC(C(=O)O)(F)F.NCC(CC=1N(C(NN1)=O)C=1C=NC(=C(C1)C)C1=CC2=C(OCO2)C=C1)=C(F)F [2-(aminomethyl)-3,3-difluoro-allyl]-4-[6-(1,3-benzodioxol-5-yl)-5-methyl-3-pyridinyl]-1,2,4-triazol-3-one trifluoroacetate salt